(R)-3-(2-(4-(4-fluorophenyl)piperazin-1-yl)ethyl)-2,8-diazaspiro[4.5]Decan-1-one dihydrochloride Cl.Cl.FC1=CC=C(C=C1)N1CCN(CC1)CC[C@@H]1NC(C2(C1)CCNCC2)=O